(S)-6-(4-(methoxycarbonyl)phenyl)-4-(1-ethyl-1H-pyrazol-4-yl)-3,6-dihydropyridine-1(2H)-carboxylic acid benzyl ester C(C1=CC=CC=C1)OC(=O)N1CCC(=C[C@H]1C1=CC=C(C=C1)C(=O)OC)C=1C=NN(C1)CC